5-chloro-3-(pyrimidin-5-yl)thieno[3,2-b]pyridine ClC1=CC=C2C(=N1)C(=CS2)C=2C=NC=NC2